O=C1NC=2C(=NC(=CC2)C(=O)OC)C12CCC(CC2)=O methyl 2,4'-dioxospiro[1H-pyrrolo[3,2-b]pyridine-3,1'-cyclohexane]-5-carboxylate